N-{[(2S)-oxolan-2-yl]methyl}-4,5-dihydro-2H-furo[2,3-g]indazole-7-carboxamide O1[C@@H](CCC1)CNC(=O)C1=CC2=C(CCC3=CNN=C23)O1